(4-(3-ethyl-4-oxo-3,4-dihydro-phthalazin-1-yl)benzyl)sulphonamide hydrochloride Cl.C(C)N1N=C(C2=CC=CC=C2C1=O)C1=CC=C(CS(=O)(=O)N)C=C1